ClC=1C(=NC(=NC1)NC=1C=NN(C1)CC1=CC=C(C=C1)[N+](=O)[O-])C1=CN(C2=NC=CC=C21)S(=O)(=O)C2=CC=C(C)C=C2 5-chloro-N-(1-(4-nitrobenzyl)-1H-pyrazol-4-yl)-4-(1-p-toluenesulfonyl-1H-pyrrolo[2,3-b]pyridin-3-yl)pyrimidin-2-amine